BrC1=C2C(=CN=C1)NC(=C2)CNC([C@H](C)NC(=O)[C@@H]2N(C[C@H](C2)C2=CC=CC=C2)C(=O)OC(C)(C)C)=O tert-butyl (2R,4R)-2-(((S)-1-(((4-bromo-1H-pyrrolo[2,3-c]pyridin-2-yl) methyl) amino)-1-oxopropan-2-yl) carbamoyl)-4-phenylpyrrolidine-1-carboxylate